7-(4-(dipropylamino)butyl)-7-hydroxytridecane-1,13-diylbis(3-butylheptanoate) C(CC)N(CCCCC(CCCCCCC(C(=O)[O-])C(CCCC)CCCC)(CCCCCCC(C(=O)[O-])C(CCCC)CCCC)O)CCC